N-Acetyl-2-O-(2-aminoethyl)-α-neuraminic acid C(C)(=O)N[C@@H]1[C@H](C[C@@](C(O)=O)(OCCN)O[C@H]1[C@H](O)[C@H](O)CO)O